F\C(=C/C(C(F)(F)F)C1=CC(=C(C(=C1)Cl)Cl)Cl)\C1=CC(=C(C(=O)NN2N=NC=C2)C=C1)C(F)(F)F (Z)-4-(1,4,4,4-tetrafluoro-3-(3,4,5-trichlorophenyl)but-1-en-1-yl)-N-(1H-1,2,3-triazol-1-yl)-2-(trifluoromethyl)benzamide